tert-butyl-3-ethyl-1-(6'-(methoxycarbonyl)-[2,3'-bipyridine]-5-carbonyl)-5,6-dihydroimidazo[1,5-a]pyrazine C(C)(C)(C)C1CN=CC=2N1C(=NC2C(=O)C=2C=CC(=NC2)C=2C=NC(=CC2)C(=O)OC)CC